The molecule is a member of the class of the class of phenylethanolamines that is (1S)-2-(methylamino)-1-phenylethan-1-ol in which the pro-S hydrogen at position 2 is replaced by a methyl group. It has a role as a sympathomimetic agent, an anti-asthmatic drug, a bronchodilator agent, a vasoconstrictor agent, a central nervous system drug, a nasal decongestant, a xenobiotic and a plant metabolite. It is a secondary alcohol, a secondary amino compound and a member of phenylethanolamines. It is a conjugate base of a pseudoephedrine(1+). C[C@@H]([C@H](C1=CC=CC=C1)O)NC